C=C(C(=O)O)CC1=CC(=C(C(=C1)C(C)(C)C)O)C(C)(C)C.N1N=CC=C1C=1C=CN2C=CC(=CC12)C(=O)N 1-(1H-pyrazol-5-yl)indolizine-7-carboxamide methylene-3-(3',5'-di-t-butyl-4'-hydroxyphenyl)-propionate